1-((3S,6S,10aS)-6-amino-5-oxodecahydropyrrolo[1,2-a]azocine-3-carbonyl)-4-phenylpyrrolidine-3-carbonitrile N[C@H]1CCCC[C@@H]2N(C1=O)[C@@H](CC2)C(=O)N2CC(C(C2)C2=CC=CC=C2)C#N